2-(4-isopropyl-5-(8-methoxy-[1,2,4]triazolo[1,5-a]pyridin-6-yl)-1H-pyrazol-3-yl)-5-(1-isopropylpiperidin-4-yl)-4-(trifluoromethyl)thiazole C(C)(C)C=1C(=NNC1C=1C=C(C=2N(C1)N=CN2)OC)C=2SC(=C(N2)C(F)(F)F)C2CCN(CC2)C(C)C